6-(7-((3-hydroxy-4-methoxy-1-piperidinyl)carbonyl)-2-quinoxalinyl)-2-methyl-1(2H)-isoquinolinone OC1CN(CCC1OC)C(=O)C1=CC=C2N=CC(=NC2=C1)C=1C=C2C=CN(C(C2=CC1)=O)C